O=C1NC(CCC1N1C(C2=CC=C(C=C2C1)N1CCN(CC1)C(=O)C=1C=C(C=CC1)C(NC(CCC)=O)C1=CC(=C2C=CC=NC2=C1O)C)=O)=O N-((3-(4-(2-(2,6-dioxopiperidin-3-yl)-1-oxoisoindolin-5-yl)piperazine-1-carbonyl)phenyl)(8-hydroxy-5-methyl-quinolin-7-yl)meth-yl)butyramide